8-((3-Fluoro-5-nitropyridin-2-yl)oxy)-3-methoxy-2-(2-methoxyethoxy)-1,5-naphthyridine FC=1C(=NC=C(C1)[N+](=O)[O-])OC=1C=CN=C2C=C(C(=NC12)OCCOC)OC